(3S,5R)-5-methylpiperidin-3-amine C[C@@H]1C[C@@H](CNC1)N